BrC1=CC(=C(C(=N1)Cl)NC(C)C)N 6-bromo-2-chloro-N3-isopropylpyridine-3,4-diamine